C1=CC(=CC=C1C2=C(C(=O)C3=C(C=C(C=C3O2)O)O)O[C@@H]4[C@H]([C@@H]([C@H]([C@@H](O4)CO)O)O)O)O The molecule is a kaempferol O-glucoside that is kaempferol attached to a beta-L-glucopyranosyl moiety at position 3 via a glycosidic linkage. It has a role as a metabolite. It is a beta-L-glucoside, a kaempferol O-glucoside, a monosaccharide derivative, a trihydroxyflavone and a member of flavonols. It derives from a beta-L-glucose.